6-[(1S,2R)-2-(5-fluoro-3-pyridyl)cyclopropyl]-2-methyl-4-[[(1R)-1-[2-methyl-3-(trifluoromethyl)phenyl]ethyl]amino]pyrido[3,4-d]pyridazine-1,7-dione FC=1C=C(C=NC1)[C@@H]1[C@H](C1)N1C=C2C(=NN(C(C2=CC1=O)=O)C)N[C@H](C)C1=C(C(=CC=C1)C(F)(F)F)C